Nicotinoyl chloride hydrochloride salt Cl.C(C1=CN=CC=C1)(=O)Cl